N-{6-cyano-4-methoxy-[1,3]thiazolo[4,5-c]pyridin-2-yl}-1-(2-methoxyethyl)-1H-pyrazole-4-carboxamide C(#N)C1=CC2=C(C(=N1)OC)N=C(S2)NC(=O)C=2C=NN(C2)CCOC